BrC1=C(C)C=C(C=C1)C(F)(F)F 2-Bromo-5-(trifluoromethyl)toluene